tert-butyl {3-[(cyanomethyl)carbamoyl]-5-[(2,4-dimethylphenyl)carbamoyl]-4-methylthiophen-2-yl}carbamate C(#N)CNC(=O)C1=C(SC(=C1C)C(NC1=C(C=C(C=C1)C)C)=O)NC(OC(C)(C)C)=O